OXADIAZOLIN O1N=NCC1